C(CCCCCCCCCCC)CCC(=S)OCC(COC(CCCCCCCCCCCCCC)=S)(COC(CCCCCCCCCCCCCC)=S)COC(CCCCCCCCCCCCCC)=S pentaerythritol-tetrakis-(β-lauryl thiopropionate)